FC1=C(OC2=C3C(=NC=C2)N(C=C3C(=O)O)COCC[Si](C)(C)C)C(=CC(=C1)NC(NCC1(COC1)C)=O)F 4-[2,6-difluoro-4-({[(3-methyloxetan-3-yl)methyl]carbamoyl}amino)phenoxy]-1-{[2-(trimethylsilyl)ethoxy]methyl}-1H-pyrrolo[2,3-b]pyridine-3-carboxylic acid